NC1=NC=CC(=C1)OC=1C=C2C=CN(C2=CC1OCCOC)C 5-((2-aminopyridin-4-yl)oxy)-6-(2-methoxyethoxy)-N-methyl-1H-indol